ClC=1C(=NN(C1C)C(C(=O)OCCC(=C(F)F)F)C(C)C)C 3,4,4-trifluorobut-3-en-1-yl 2-(4-chloro-3,5-dimethyl-1H-pyrazol-1-yl)-3-methylbutanoate